OCCCC=C(C(=O)N)C oxylpropylmethacrylamide